C(#N)[C@H]1C[C@@H]2CCN(C[C@H]12)C(=O)OC(C)(C)C tert-Butyl (1S,6R,8S)-8-cyano-3-azabicyclo[4.2.0]octane-3-carboxylate